C(=C)[Si](O[Si](C1=CC=CC=C1)(C)C=C)(C1=CC=CC=C1)C 1,3-divinyl-1,3-dimethyl-1,3-diphenyl-disiloxane